(1S,2S,4R)-rel-7-(4'-cyano-3'-fluoro-6-(6-fluoro-1-methyl-1H-indol-5-yl)-[1,1'-biphenyl]-3-carbonyl)-7-azabicyclo[2.2.1]heptan-2-yl carbamate C(N)(O[C@@H]1[C@@H]2CC[C@H](C1)N2C(=O)C=2C=C(C(=CC2)C=2C=C1C=CN(C1=CC2F)C)C2=CC(=C(C=C2)C#N)F)=O |o1:3,4,7|